5-(difluoromethoxy)-1,4-dimethyl-3-(trifluoromethyl)-1H-pyrazol FC(OC1=C(C(=NN1C)C(F)(F)F)C)F